C(CCCCC)C(CC)(C(=O)O)CCCCCC dihexylpropyl-carboxylic acid